N-[(6-Amino-2-pyridyl)sulfonyl]-2-(2-cyclobutylethoxy)-6-(3-fluoro-5-isobutoxyphenyl)pyridin-3-carboxamid NC1=CC=CC(=N1)S(=O)(=O)NC(=O)C=1C(=NC(=CC1)C1=CC(=CC(=C1)OCC(C)C)F)OCCC1CCC1